4-methylbenzenesulfonic acid prop-2-ynyl ester C(C#C)OS(=O)(=O)C1=CC=C(C=C1)C